4-chloro-6-(trifluoromethoxy)quinoline-3-carbonyl chloride ClC1=C(C=NC2=CC=C(C=C12)OC(F)(F)F)C(=O)Cl